imino-tetrahydrobenzothiazol N=C1SC=2C(N1)CC=CC2